OC1=C(C=CC=C1)C=1N=NC2=CC=C(C=C2C1)N1CC2(C1)CC(C2)C2=NOC(=C2)C(C(=O)OC)C(C)C methyl 2-(3-{2-[3-(2-hydroxyphenyl)cinnolin-6-yl]-2-azaspiro[3.3]heptan-6-yl}-1,2-oxazol-5-yl)-3-methylbutanoate